1,4-dibromo-isoquinoline-3-carboxylic acid methyl ester COC(=O)C=1N=C(C2=CC=CC=C2C1Br)Br